[F-].C(CCC)[N+](CCCC)(CCCC)CCCC.[NH4+].[F-] ammonium tetra-n-butylammonium fluoride